O(CCOCCCN)CCOCCCN 3,3'-(oxybis(2,1-ethane-diyloxy))bis-1-propanamine